[Si](C)(C)(C(C)(C)C)OCC[C@H]1N(CC[C@@H](C1)NC1=C(C(=NC2=C(C(=C(C=C12)Cl)C1=NC=CC2=CC=CC(=C12)C#N)F)Cl)CO)C(=O)OC(C)(C)C tert-butyl (2S,4S)-2-(2-((tert-butyldimethylsilyl)oxy)ethyl)-4-((2,6-dichloro-7-(8-cyanoisoquinolin-1-yl)-8-fluoro-3-(hydroxymethyl)quinolin-4-yl)amino)piperidine-1-carboxylate